FC1=C(C=C(C(=C1)C)N1N=CC(=C1)C1=CN=C2C(=NC=NN21)NCC2=CC=C(C=C2)OC)NC(C2=CC(=C(C=C2)CN2CCN(CC2)C)C(F)(F)F)=O N-(2-fluoro-5-(4-(4-((4-methoxybenzyl)amino)imidazo[2,1-f][1,2,4]triazin-7-yl)-1H-pyrazol-1-yl)-4-methylphenyl)-4-((4-methylpiperazin-1-yl)methyl)-3-(trifluoromethyl)benzamide